4-(3-bromo-2-cyclopropylphenoxy)tetrahydro-2H-pyran BrC=1C(=C(OC2CCOCC2)C=CC1)C1CC1